C[C@H](CCC=C(C)C)[C@H]1CC[C@@H]2[C@@]1(CCC3=C2CC[C@@H]4[C@@]3(CC[C@@H]([C@]4(C)CO)O)C)C The molecule is a 3beta-hydroxy-4beta-hydroxymethyl-4alpha-methylsteroid that is 14-demethyllanosterol in which the methyl group at the 4beta position has been oxidised to the corresponding hydroxymethyl group. It derives from a 14-demethyllanosterol.